ClC1=CC(=C(C(=O)NC=2C=NNC(C2)=O)C=C1F)OC1=C(C=C(C=C1)F)OC 4-chloro-5-fluoro-2-(4-fluoro-2-methoxyphenoxy)-N-(6-oxo-1,6-dihydropyridazin-4-yl)benzamide